BrC=1C=NC(=NC1)CO[C@@H](C#C)C 5-bromo-2-[[(1R)-1-methylprop-2-ynoxy]methyl]pyrimidine